((tert-butoxycarbonyl)amino)cyclohex-1-en-1-yl trifluoromethanesulfonate FC(S(=O)(=O)OC1=C(CCCC1)NC(=O)OC(C)(C)C)(F)F